ClC=1C(=C(NC=2C3=C(N=CN2)C=CC(=N3)N3[C@@H]2CN([C@H](C3)C2)C(C=C)=O)C=CC1OC)F 1-[(1S,4S)-5-[4-(3-chloro-2-fluoro-4-methoxy-anilino)pyrido[3,2-d]pyrimidin-6-yl]-2,5-diazabicyclo[2.2.1]heptan-2-yl]prop-2-en-1-one